N[C@@H]1[C@@H](OCC12CCN(CC2)C=2C=1N(C(=C(N2)C)C2=C(C(=CC=C2)Cl)Cl)N=C(C1)CO)C 4-[(3S,4S)-4-amino-3-methyl-2-oxa-8-azaspiro[4.5]dec-8-yl]-7-(2,3-dichlorophenyl)-6-methyl-pyrazolo[1,5-a]pyrazine-2-methanol